OC1=CC=C(C[C@H]2C(N(CC3N(O[C@@H](C(N32)=O)CC(C)C)C(=O)OCCC3=CC=C(C=C3)O)[C@H](C(=O)NCCC(C)C)CC(C)C)=O)C=C1 1-4-hydroxyphenethyl (3R,6S)-6-(4-hydroxybenzyl)-3-isobutyl-8-((S)-1-(isopentylamino)-4-methyl-1-oxopentan-2-yl)-4,7-dioxohexahydropyrazino[2,1-c][1,2,4]oxadiazine-1(6H)-carboxylate